C(CCCCCCCCCCCCCCCCC)N(C(CCC(=O)N)=O)S(=O)(=O)O N-octadecyl-N-sulfosuccinamide